3-(4-((3-ethyl-2,4-dioxo-1,2,3,4-tetrahydroquinazolin-7-yl)methyl)piperazin-1-yl)-N-methylbicyclo[1.1.1]pentane-1-carboxamide C(C)N1C(NC2=CC(=CC=C2C1=O)CN1CCN(CC1)C12CC(C1)(C2)C(=O)NC)=O